O[C@H]1[C@H](O)[C@H](O)[C@H](O)[C@H](O1)CO β-D-allose